2-((5-chloro-2-((4-((4-methylpiperazin-1-yl)methyl)phenyl)amino)pyrimidin-4-yl)amino)-N,N-dimethylbenzenesulfonamide ClC=1C(=NC(=NC1)NC1=CC=C(C=C1)CN1CCN(CC1)C)NC1=C(C=CC=C1)S(=O)(=O)N(C)C